5-((1-(2-Methoxy-6-methylpyridin-4-yl)-5-methyl-1H-indazol-6-yl)oxy)-5,6,7,8-tetrahydronaphthalene-2-carbonitrile COC1=NC(=CC(=C1)N1N=CC2=CC(=C(C=C12)OC1C=2C=CC(=CC2CCC1)C#N)C)C